[1,2,4]triazolo[1,5-a]pyrimidin-6-amine hydrochloride Cl.N1=CN=C2N1C=C(C=N2)N